(2S,4R)-1-((S)-2-acetamidopropanoyl)-N-((R)-1-benzyl-2-oxopyrrolidin-3-yl)-4-hydroxypyrrolidine-2-carboxamide C(C)(=O)N[C@H](C(=O)N1[C@@H](C[C@H](C1)O)C(=O)N[C@H]1C(N(CC1)CC1=CC=CC=C1)=O)C